2-(benzyloxy)-4-((triisopropylsilyl)oxy)cyclopentan-1-one C(C1=CC=CC=C1)OC1C(CC(C1)O[Si](C(C)C)(C(C)C)C(C)C)=O